radium water O.[Ra]